NC1=CC(=C(C=C1)NC(\C=C\[C@@H]1N(CCC1)C)=O)OCC (R,E)-N-(4-Amino-2-ethoxyphenyl)-3-(1-methylpyrrolidin-2-yl)acrylamide